CC1(C2=CC=CC(=C2OC=2C(=CC=CC12)P1C(CCC1)(C1=CC=CC=C1)C1=CC=CC=C1)P1C(CCC1)(C1=CC=CC=C1)C1=CC=CC=C1)C (9,9-dimethyl-9H-xanthene-4,5-diyl)bis(diphenylphospholane)